(S)-5-(cyclopropylamino)-3-(4-fluoro-2-methylphenoxy)-N-(3-(S-methylsulfonimidoyl)phenyl)-6-(trifluoromethyl)pyridazine-4-carboxamide C1(CC1)NC=1C(=C(N=NC1C(F)(F)F)OC1=C(C=C(C=C1)F)C)C(=O)NC1=CC(=CC=C1)[S@](=O)(=N)C